methyl (S)-2-((4-(6-((4-(cyclopropanecarbonyl)-2-fluoro-5-methoxybenzyl)oxy)pyridin-2-yl)piperidin-1-yl)methyl)-1-(oxetan-2-yl methyl)-1H-benzo[d]imidazole-6-carboxylate C1(CC1)C(=O)C1=CC(=C(COC2=CC=CC(=N2)C2CCN(CC2)CC2=NC3=C(N2C[C@H]2OCC2)C=C(C=C3)C(=O)OC)C=C1OC)F